2-[2-[(tert-butyldimethylsilyl)oxy]ethyl]pyridine-3-carboxylic acid [Si](C)(C)(C(C)(C)C)OCCC1=NC=CC=C1C(=O)O